FC1=C(C=C(CN2N=C(C=C2)[C@@H]([C@@](CN2N=NN=C2)(O)C2=C(C=C(C=C2)F)F)C)C=C1)OC (2R,3S)-3-(1-(4-fluoro-3-methoxybenzyl)-1H-pyrazol-3-yl)-2-(2,4-difluorophenyl)-1-(1H-tetrazol-1-yl)butan-2-ol